5-(1-piperazinyl)-1,2-pentanediol N1(CCNCC1)CCCC(CO)O